monoglycerol methacrylate C(C(=C)C)(=O)OCC(O)CO